[Si](C)(C)(C(C)(C)C)OCC=1N=C(SC1C)C1CCOCC1 4-(((tert-butyldimethylsilyl)oxy)methyl)-5-methyl-2-(tetrahydro-2H-pyran-4-yl)thiazole